CC1=C(C=C(C=C1)[C@]12[C@@H]([C@H]([C@@H]([C@](CO1)(O2)C(C)(C)O)O)O)O)CC2=CC=C(C=C2)CCCC(=O)O 4-[4-[[2-methyl-5-[(1S,2S,3S,4R,5S)-2,3,4-trihydroxy-1-(1-hydroxy-1-methyl-ethyl)-6,8-dioxabicyclo[3.2.1]oct-5-yl]phenyl]methyl]phenyl]butyric acid